N1C(=CC2=CC=CC=C12)N indole-amine